3-(tellurophen-2-yl)propanoic acid [Te]1C(=CC=C1)CCC(=O)O